FC1=CC=C(C=C1)CC(=O)NC1=NC=CC(=C1)C1=C(C=2C(NC3(CC2N1)CCC3)=O)NC3=C(C=CC=C3)C 2-(4-fluorophenyl)-N-{4-[3'-(2-methylanilino)-4'-oxo-1',4',5',7'-tetrahydrospiro[cyclobutane-1,6'-pyrrolo[3,2-c]pyridin]-2'-yl]pyridin-2-yl}acetamide